[Fe].[Ag].[Pb] lead-silver-iron